3-(4-((3-(4-(4-((5-chloro-4-((2-(dimethylphosphoryl)phenyl)amino)pyrimidin-2-yl)amino)-3-methoxyphenyl)piperazin-1-yl)-3-oxopropyl)amino)-1-oxoisoindolin-2-yl)piperidine-2,6-dione ClC=1C(=NC(=NC1)NC1=C(C=C(C=C1)N1CCN(CC1)C(CCNC1=C2CN(C(C2=CC=C1)=O)C1C(NC(CC1)=O)=O)=O)OC)NC1=C(C=CC=C1)P(=O)(C)C